methyl 1-(cyclopropylmethyl)-2-oxo-2,3-dihydro-1H-thieno[2,3-b][1,4]thiazine-6-carboxylate C1(CC1)CN1C2=C(SCC1=O)SC(=C2)C(=O)OC